N,N-Dimethyl-ethanolamin CN(CCO)C